O=C1N(CCC(N1)=O)C=1C=C(C=CC1)N1CCC(CC1)NC(C1=NC=C(C=C1)N1CCN(CC1)CC=1C=NC=2C=C(C(NC2C1)=O)CC)=O N-(1-(3-(2,4-dioxotetrahydropyrimidin-1(2H)-yl)phenyl)piperidin-4-yl)-5-(4-((7-ethyl-6-oxo-5,6-dihydro-1,5-naphthyridin-3-yl)methyl)piperazin-1-yl)picolinamide